1-(4-(3-Hydroxyoxetan-3-yl)benzoyl)-4-(4-(trifluoromethyl)phenyl)piperidine-4-carboxylic acid methyl ester COC(=O)C1(CCN(CC1)C(C1=CC=C(C=C1)C1(COC1)O)=O)C1=CC=C(C=C1)C(F)(F)F